iodocamphor IC1C(C2(CCC1C2(C)C)C)=O